N1(C=NC=C1)C=1N=C(C2=C(N1)C=NN2)C(=O)NC2CCC(CC2)NC(C(F)(F)F)(C)C 5-(1H-imidazol-1-yl)-N-((1r,4r)-4-((1,1,1-trifluoro-2-methylpropan-2-yl)amino)cyclohexyl)-1H-pyrazolo[4,3-d]pyrimidine-7-carboxamide